5-Chloro-N-(4-fluoro-3-(8-methyl-2-(methylamino)-7-oxo-7,8-dihydropyrido[2,3-d]pyrimidin-6-yl)phenyl)-2-methoxypyridine-3-sulfonamide ClC=1C=C(C(=NC1)OC)S(=O)(=O)NC1=CC(=C(C=C1)F)C1=CC2=C(N=C(N=C2)NC)N(C1=O)C